1-fluoro-N-(6-(5-methyl-1,3,4-thiadiazol-2-yl)isoquinolin-3-yl)cyclohexane-1-carboxamide FC1(CCCCC1)C(=O)NC=1N=CC2=CC=C(C=C2C1)C=1SC(=NN1)C